FC(C1=CC=C(CN2CCC3(CCOC4=C5CN(C(C5=CC=C43)=O)C4C(NC(CC4)=O)=O)CC2)C=C1)F 3-(1-(4-(difluoromethyl)benzyl)-7'-oxo-2',3',7',9'-tetrahydro-8'H-spiro[piperidine-4,4'-pyrano[2,3-e]isoindol]-8'-yl)piperidine-2,6-dione